4-((2S,5R)-2,5-dimethylpiperazine-1-yl)-1-methyl-2-oxo-1,2-dihydroquinoline-3-carbonitrile C[C@@H]1N(C[C@H](NC1)C)C1=C(C(N(C2=CC=CC=C12)C)=O)C#N